acryloyloxymethyl-acryloyloxyzinc C(C=C)(=O)OC[Zn]OC(C=C)=O